ClC1=C(C=O)C=CC(=C1)OCCN1CC(C1)O 2-chloro-4-(2-(3-hydroxyazetidin-1-yl)ethoxy)benzaldehyde